C(C)(C)(C)OC(=O)N1CCC(CC1)N1N=C2C=C(C=CC2=C1)C1=C(C=CC=C1)F 4-(6-(2-fluorophenyl)-2H-indazol-2-yl)piperidine-1-carboxylic acid tert-butyl ester